ClC1=C(C=CC=C1)CC(C)O 1-(2-chlorophenyl)-2-propanol